NC1=C(C=CC(=C1)NCC1=CC=C(C=C1)O)NC(C(C(CCCCCCC)F)F)=O (9S)-N-(2-amino-4-((4-hydroxybenzyl)amino)phenyl)-2,3-difluorodecanamide